[Sn].[Sb].[Cu] Copper antimony tin